(7-((2S,3R,4R,5R)-5-cyano-3-fluoro-4-hydroxy-5-(hydroxymethyl)tetrahydrofuran-2-yl)thieno[3,2-d]pyrimidin-4-yl)benzamide C(#N)[C@]1([C@H]([C@H]([C@@H](O1)C1=CSC2=C1N=CN=C2C2=C(C(=O)N)C=CC=C2)F)O)CO